4-(1-methoxy-1-oxopropan-2-yl)piperidine-1-carboxylic acid tert-butyl ester C(C)(C)(C)OC(=O)N1CCC(CC1)C(C(=O)OC)C